5-(methylcarbamoyl)-6-oxo-1-(1-(m-tolyl) ethyl)-1,6-dihydropyridine-3-carboxylate CNC(=O)C1=CC(=CN(C1=O)C(C)C=1C=C(C=CC1)C)C(=O)[O-]